5-(3-ethynylphenoxy)-1H-1,2,3-triazole-4-carboxylic acid C(#C)C=1C=C(OC2=C(N=NN2)C(=O)O)C=CC1